FC1(CCC(CC1)C1=NC(=NC2=NC(=C(N=C12)C)C)C1CC(OCC1)C=1C=CC(N(C1)C)=O)F 5-[4-[4-(4,4-difluorocyclohexyl)-6,7-dimethyl-pteridin-2-yl]tetrahydropyran-2-yl]-1-methyl-pyridin-2-one